ClC1=C(C(=NN1C)C1=NOC(=C1)C)CN1C[C@H]([C@@H](C1)C)C(=O)NCCC(C)(C)C (3S,4S)-1-((5-Chloro-1-methyl-3-(5-methylisoxazol-3-yl)-1H-pyrazol-4-yl)methyl)-N-(3,3-dimethylbutyl)-4-methylpyrrolidine-3-carboxamide